C(C1=CC=CC=C1)OC=1C=C(C(=NC1)Cl)NC(OC(C)(C)C)=O tert-Butyl (5-(benzyloxy)-2-chloropyridin-3-yl)carbamate